FC(CC/C=C/C(=O)OC(C)(C)C)(C)F tert-Butyl (E)-6,6-difluorohept-2-enoate